4-(4-((5-Bromo-4-((2-(dimethylphosphono)phenyl)amino)pyrimidin-2-yl)amino)-2,5-dichlorophenyl)piperidine BrC=1C(=NC(=NC1)NC1=CC(=C(C=C1Cl)C1CCNCC1)Cl)NC1=C(C=CC=C1)P(=O)(OC)OC